(3-(aminomethyl)-2-fluorophenyl)boronic acid hydrochloride Cl.NCC=1C(=C(C=CC1)B(O)O)F